2-[6-bromo-1',1',5-trifluoro-1-oxospiro[3H-isoquinoline-4,2'-cyclopropane]-2-yl]-N-(5-cyanopyrimidin-2-yl)acetamide Potassium iron (III) trisoxalate C(C(=O)[O-])(=O)[O-].C(C(=O)O)(=O)O.C(C(=O)[O-])(=O)[O-].[Fe+3].[K+].BrC=1C(=C2C(=CC1)C(N(CC21C(C1)(F)F)CC(=O)NC1=NC=C(C=N1)C#N)=O)F